isobutyl (3R,6S)-6-butyl-3-ethyl-8-isopentyl-4,7-dioxohexahydropyrazino[2,1-c][1,2,4]oxadiazine-1(6H)-carboxylate C(CCC)[C@H]1C(N(CC2N(O[C@@H](C(N21)=O)CC)C(=O)OCC(C)C)CCC(C)C)=O